FC1=C(C=CC(=C1)F)C(CN1CCC(CC1)N1CCC(CC1)NC1=CC=C(C=C1)CC1=CC=C(C=C1)F)(CN1N=CN=C1)O 2-(2,4-difluorophenyl)-1-(4-((4-(4-fluorobenzyl)phenyl)amino)-[1,4'-bipiperidin]-1'-yl)-3-(1H-1,2,4-triazol-1-yl)propan-2-ol